(S)-2-[6-Chloro-2-(4,4-difluoropiperidine-1-carbonyl)-1,2,3,4-tetrahydroisoquinolin-8-yl]pyrrolidine-1-carboxylic acid tert-butyl ester C(C)(C)(C)OC(=O)N1[C@@H](CCC1)C=1C=C(C=C2CCN(CC12)C(=O)N1CCC(CC1)(F)F)Cl